CCCCSC1=NC=C(C=C1)C(=O)NNC(=S)C(C(=O)N)C (2-(2-(4-butylsulfanyl)pyridine-5-carbonyl)hydrazine-1-thiocarbonyl)propanamide